Cl.ClC=1C=C2C=CN=C(C2=CC1)N1CCNCC1 6-chloro-1-(piperazin-1-yl)isoquinoline hydrochloride